BrC=1N=C(SC1)C(CC#N)(C)C 3-(4-bromothiazole-2-yl)-3-methylbutyronitrile